NC1=CC=C2C(=CC(OC2=C1)=O)C 7-AMINO-4-METHYL-CHROMEN-2-ONE